(S)-9-bromo-7-(bromomethyl)-2-methyl-4-((4-methylpyridin-2-yl)methyl)-3,4-dihydrobenzo[f][1,4]oxazepin-5(2H)-one BrC1=CC(=CC=2C(N(C[C@@H](OC21)C)CC2=NC=CC(=C2)C)=O)CBr